ClC1N(C(C=2N(C=3C(=CC=CC3C2CCCOC2=CC(=C(C(=C2)C)Cl)C)C=2C(=NN(C2C)C)C)C1C)=O)C=1C=C(C=C2C=CN(C12)CC)C(=O)O 7-(Chloro-10-(3-(4-chloro-3,5-dimethylphenoxy)propyl)-4-methyl-1-oxo-6-(1,3,5-trimethyl-1H-pyrazol-4-yl)-3,4-dihydropyrazino[1,2-a]indol-2(1H)-yl)-1-ethyl-1H-indole-5-carboxylic Acid